(S)-1-((1-acetylpiperidin-3-yl)methyl)-4-chloro-N-(3-methyl-5-(phenylethynyl)pyridin-2-yl)-1H-pyrazole-5-carboxamide C(C)(=O)N1C[C@H](CCC1)CN1N=CC(=C1C(=O)NC1=NC=C(C=C1C)C#CC1=CC=CC=C1)Cl